1-(2-Cyclopropanecarboxamidothiazolo[4,5-c]pyridin-6-yl)-1-[2-(4-morpholinyl)ethyl]-3-(4-trifluoromethoxyphenyl)urea C1(CC1)C(=O)NC=1SC2=C(C=NC(=C2)N(C(=O)NC2=CC=C(C=C2)OC(F)(F)F)CCN2CCOCC2)N1